6-(4-Aminothiophene-2-yl)pyrazin-2-carboxylic acid tert-butyl ester C(C)(C)(C)OC(=O)C1=NC(=CN=C1)C=1SC=C(C1)N